5-Methyl-1-(1-(4-(1-methyl-1,2,3,6-tetrahydropyridin-4-yl)benzyl)-1H-indol-5-yl)-1H-pyrazol-3-carboxamid CC1=CC(=NN1C=1C=C2C=CN(C2=CC1)CC1=CC=C(C=C1)C=1CCN(CC1)C)C(=O)N